CN1N=CC(=C1C(=O)N)NC(=O)[C@H]1[C@@H](CCCC1)C(C1=CC=C(C=C1)C1=CC(=NN1)C)=O 1-Methyl-4-[({(1R,2R)-2-[4-(3-methyl-1H-pyrazol-5-yl)benzoyl]cyclohexyl}carbonyl)amino]-1H-pyrazole-5-carboxamide